(3S)-3-(3,3-dimethylbutylamino)-4-[[(2S)-1-methoxy-1-oxo-3-phenylprop-2-yl]amino]-4-oxobutanoic acid CC(CCN[C@@H](CC(=O)O)C(=O)N[C@H](C(=O)OC)CC1=CC=CC=C1)(C)C